N-(3-chloro-4-fluorophenyl)-7-methoxy-6-nitroquinazoline-4-amine ClC=1C=C(C=CC1F)NC1=NC=NC2=CC(=C(C=C12)[N+](=O)[O-])OC